C(C)(C)(C)OC(=O)N1C(CC=CC1)OS(=O)(=O)C(F)(F)F (((trifluoromethyl)sulfonyl)oxy)-3,6-dihydropyridine-1(2H)-carboxylic acid tert-butyl ester